ClC=1C=C(C=C(C1)Cl)C1(CC(=NO1)C1=CC(=C(C(=O)NC2=C(C3=C(S2)CCCC3)C(=O)O)C=C1)C)C(F)(F)F 2-(4-(5-(3,5-Dichlorophenyl)-5-(trifluoromethyl)-4,5-dihydroisoxazol-3-yl)-2-methylbenzamido)-4,5,6,7-tetrahydrobenzo[b]thiophene-3-carboxylic acid